4-(2E)-(3-(4-methoxyphenyl)allyl)-1-benzyl-indole COC1=CC=C(C=C1)/C=C/CC1=C2C=CN(C2=CC=C1)CC1=CC=CC=C1